ClC1=C(C=CC(=C1)N1C=NN=C1)C(=O)N[C@@]1(CCC=2N(C3=CC=C(C=C3C2CC(=O)O)C)C1)C1=CC=CC=C1 [(7S)-7-({[2-chloro-4-(4H-1,2,4-triazol-4-yl)phenyl]carbonyl}amino)-2-methyl-7-phenyl-6,7,8,9-tetrahydropyrido[1,2-a]indol-10-yl]acetic acid